8-amino-5-cyclopropyl-7-(7-fluoro-1H-indazol-4-yl)-10H-pyrido[2,3-f]quinoxalin-9-one NC1=C(C2=C(C=3N=CC=NC3C(=C2)C2CC2)NC1=O)C1=C2C=NNC2=C(C=C1)F